C(C)NC1=C(C=CC=C1)NCCNC1=CC(=C(C=C1)C)C N-(2-ethylamino-phenyl)-N'-(3,4-dimethylphenyl)-1,2-ethanediamine